oxa[4,7,10,14]tetraazacycloheptadecine-16-carboxamide O1C=CN=CC=NC=CN=CC=CN=CC(=C1)C(=O)N